ClC=1SC2=C(C1)C=CC=C2 Chlorobenzothiophene